[Ti].C(C)CC(CC(=O)OOC(C)C)=O.C(C)CC(CC(=O)OOC(C)C)=O.FC(C=1C=C(C=CC1)NC(=O)N1CCN(CC1)CC1=C(C=CC=C1)N1CCC(CC1)C)(F)F N-(3-(trifluoromethyl)phenyl)-4-(2-(4-methylpiperidin-1-yl)benzyl)piperazine-1-carboxamide bis(isopropoxy) bis(ethyl acetoacetate) titanium